[Br-].C[N+](CC(C(OC(CCCCCCC\C=C/CCCCCCCC)=O)CCCCCCCCCCCCCCCCCC)(OC(CCCCCCC\C=C/CCCCCCCC)=O)CCCCCCCCCCCCCCCCCC)(CCO)C dimethyl-2-hydroxyethyl-2,3-dioctadecyl-2,3-dioleoyloxypropylammonium bromide